C=C1C=CC=C2C=CC(=C12)C=O 7-methyleneindene-1-carbaldehyde